2-(6-bromo-2,3-dihydro-1,4-benzodioxin-2-yl)-4,5-dihydro(4,4,5,5-2H4)-1H-imidazole BrC1=CC2=C(OC(CO2)C=2NC(C(N2)([2H])[2H])([2H])[2H])C=C1